1'-(4-Bromophenyl)-3'-methyl-2-(3-methylbut-2-enoyl)-2H-spiro[phthalazine-1,4'-pyrazol]-5'(1'H)-one BrC1=CC=C(C=C1)N1N=C(C2(C1=O)N(N=CC1=CC=CC=C12)C(C=C(C)C)=O)C